NC1=CC(=C(OCCN2C[C@H](N(CC2)C(=O)OC(C)(C)C)C)C=C1)C(C)C (R)-tert-butyl 4-(2-(4-amino-2-isopropylphenoxy) ethyl)-2-methylpiperazine-1-carboxylate